triallylborate C(C=C)OB(OCC=C)OCC=C